[(2R,3R,4S,5R)-3-[(tert-butyldimethylsilyl)oxy]-4-fluoro-5-(2-fluoro-6-{[(4-methoxyphenyl)diphenylmethyl]amino}purin-9-yl)-2-(prop-1-en-2-yl)oxolan-2-yl]methanol [Si](C)(C)(C(C)(C)C)O[C@@H]1[C@@](O[C@H]([C@H]1F)N1C2=NC(=NC(=C2N=C1)NC(C1=CC=CC=C1)(C1=CC=CC=C1)C1=CC=C(C=C1)OC)F)(C(=C)C)CO